CC=1C(=CC=2NC(NC(C2N1)=O)=O)C 6,7-dimethylpyrido[3,2-d]pyrimidine-2,4(1H,3H)-dione